O=C1N(CCCCC1)CC(=O)N 2-(2-oxoazepan-1-yl)acetamide